5,5'-((4-(ethoxycarbonyl)pyridine-2,6-diyl)bis(1H-1,2,3-triazole-4,1-diyl))bis(2-hydroxybenzoic Acid) C(C)OC(=O)C1=CC(=NC(=C1)C=1N=NN(C1)C=1C=CC(=C(C(=O)O)C1)O)C=1N=NN(C1)C=1C=CC(=C(C(=O)O)C1)O